tert-butyl ((1S,2S)-2-((2-(2,6-dioxopiperidin-3-yl)-6-fluoro-1,3-dioxoisoindolin-5-yl)(methyl)amino)cyclohexyl)(methyl)carbamate O=C1NC(CCC1N1C(C2=CC(=C(C=C2C1=O)N([C@@H]1[C@H](CCCC1)N(C(OC(C)(C)C)=O)C)C)F)=O)=O